2-(1-(4-((4-(2-(4-ethylpiperazin-1-yl)ethyl)phenyl)amino)-5-oxo-5,6-dihydropyrimido[4,5-d]pyridazin-2-yl)piperidin-4-yl)acetonitrile C(C)N1CCN(CC1)CCC1=CC=C(C=C1)NC1=NC(=NC=2C=NNC(C21)=O)N2CCC(CC2)CC#N